1-methyl-4-phenyl-1H-imidazole CN1C=NC(=C1)C1=CC=CC=C1